BrC1=NC(=CC=C1)C 2-bromo-6-methylpyridine